8-[(2-hydroxyethyl)(6-oxo-6-decanoxyhexyl)amino]octanoic acid (heptadec-9-yl) ester CCCCCCCCC(CCCCCCCC)OC(CCCCCCCN(CCCCCC(OCCCCCCCCCC)=O)CCO)=O